((1s,3s)-3-Hydroxy-3-methylcyclobutyl)(6-((1-Isopropyl-1H-pyrrolo[2,3-b]pyridin-6-yl)methyl)-2-azaspiro[3.3]heptan-2-yl)methanon OC1(CC(C1)C(=O)N1CC2(C1)CC(C2)CC2=CC=C1C(=N2)N(C=C1)C(C)C)C